COC1=CC(=CC2=C1OCO2)CC(C)N 1-(7-methoxy-1,3-benzodioxolan-5-yl)propan-2-amine